(±)-trans-N-(8-amino-6-(1-methyl-1H-pyrazol-4-yl)-2,7-naphthyridin-3-yl)-2-methylCyclopropanecarboxamide NC=1N=C(C=C2C=C(N=CC12)NC(=O)[C@H]1[C@@H](C1)C)C=1C=NN(C1)C |r|